[Ni].CC1=CC=CC=C1 toluene nickel